thioglycolic acid, anhydride C(CS)(=O)OC(CS)=O